ClC=1N=NC(=CC1C(=O)NCCN1N=NC(=C1)C(=O)O)Cl 1-(2-{[(3,6-dichloropyridazin-4-yl)carbonyl]amino}ethyl)-1H-1,2,3-triazole-4-carboxylic acid